ethyl 5-chloro-2-((2R,3S,4S,5R)-3-(3,4-difluoro-2-methoxyphenyl)-4,5-dimethyl-5-(trifluoromethyl)tetrahydrofuran-2-yl)-6-methyl-4-oxo-1,4-dihydropyridine-3-carboxylate ClC=1C(C(=C(NC1C)[C@@H]1O[C@]([C@H]([C@H]1C1=C(C(=C(C=C1)F)F)OC)C)(C(F)(F)F)C)C(=O)OCC)=O